CC1=C(C(=O)Cl)C=CC=C1C=1SC=2N=CN=C(C2N1)SC methyl-3-(7-(methylthio)thiazolo[5,4-d]pyrimidin-2-yl)benzoyl chloride